FC=1C=C2C=CC(=NC2=CC1)C1=CC=C(C=C1)S(=O)(=O)N 4-(6-fluoroquinolin-2-yl)benzenesulfonamide